ClC1=C(C=C(C=C1NC=1C(=C2C(N(C=NC2=CC1)C)=O)C)F)NS(=O)(=O)CCC N-(2-chloro-3-((3,5-dimethyl-4-oxo-3,4-dihydro-quinazolin-6-yl)amino)-5-fluorophenyl)propane-1-sulfonamide